3-[[4-(2,6-dimethylphenyl)-6-[[3-isobutyl-7-(5-isopropoxypyrimidin-2-yl)azepan-2-yl]methoxy]pyrimidin-2-yl]sulfamoyl]benzoic acid CC1=C(C(=CC=C1)C)C1=NC(=NC(=C1)OCC1NC(CCCC1CC(C)C)C1=NC=C(C=N1)OC(C)C)NS(=O)(=O)C=1C=C(C(=O)O)C=CC1